5-((1S,2R)-1-(1,1-dioxido-3,4-dihydro-2H-benzo[e][1,2]thiazin-2-yl)-2-(6-fluoro-2,3-dimethylphenyl)propyl)-1,3,4-oxadiazol-2(3H)-one O=S1(N(CCC2=C1C=CC=C2)[C@@H]([C@H](C)C2=C(C(=CC=C2F)C)C)C2=NNC(O2)=O)=O